dianiline trioxalate C(C(=O)O)(=O)O.C(C(=O)O)(=O)O.C(C(=O)O)(=O)O.NC1=CC=CC=C1.NC1=CC=CC=C1